N-(3,5-difluorobenzyl)-4-morpholino-6-(1H-pyrazol-1-yl)-1,3,5-triazin-2-amine FC=1C=C(CNC2=NC(=NC(=N2)N2CCOCC2)N2N=CC=C2)C=C(C1)F